C1CCC2=C(C=3CCCC3C=C12)NC(=O)NS(=O)(=O)\C=C\[C@@H]1N(CCC1)C1CCN(CC1)C (R,E)-N-((1,2,3,5,6,7-hexahydro-s-indacen-4-yl)carbamoyl)-2-(1-(1-methylpiperidin-4-yl)pyrrolidin-2-yl)ethene-1-sulfonamide